FC1=C(C=CC(=C1C)C1=NC(=NO1)C1=NC=CC=C1)C1=NN2C(NC3=C(CC2)C=CC=C3)=C1C(=O)N 2-(2-fluoro-3-methyl-4-(3-(pyridin-2-yl)-1,2,4-oxadiazol-5-yl)phenyl)-9,10-dihydro-4H-benzo[d]pyrazolo[1,5-a][1,3]diazepine-3-carboxamide